4-chloro-1-[1-[4-(6-methoxy-1-tetrahydropyran-2-yl-indazol-4-yl)triazol-1-yl]ethyl]pyridin-2-one ClC1=CC(N(C=C1)C(C)N1N=NC(=C1)C1=C2C=NN(C2=CC(=C1)OC)C1OCCCC1)=O